COC(CCC1=NC(=NO1)C1=CC=C(C=C1)OC(F)(F)F)=O 3-{3-[4-(trifluoromethoxy)phenyl]-1,2,4-oxadiazol-5-yl}propionic acid methyl ester